6-[1-[4-[tert-butyl(dimethyl)silyl]oxycyclohexyl]-5-methyl-pyrazol-4-yl]-4-[(1R)-1-(5-fluoro-2-pyridyl)propoxy]pyrazolo[1,5-a]pyridine-3-carbonitrile [Si](C)(C)(C(C)(C)C)OC1CCC(CC1)N1N=CC(=C1C)C=1C=C(C=2N(C1)N=CC2C#N)O[C@H](CC)C2=NC=C(C=C2)F